C(C)(=O)[O-].C(CCCCCCCC)[N+](C)(C)C nonyl-trimethyl-ammonium acetate